(3-(5-(5-phenyl-4-(pyridin-2-ylmethylamino)quinazolin-2-yl)pyridin-3-yl)-1,2,4-oxadiazol-5-yl)methanone C1(=CC=CC=C1)C1=C2C(=NC(=NC2=CC=C1)C=1C=C(C=NC1)C1=NOC(=N1)C=O)NCC1=NC=CC=C1